N-[[5-ethyl-2-(2-formylphenyl)sulfanyl-phenyl]methyl]carbamic acid 9H-fluoren-9-ylmethyl ester C1=CC=CC=2C3=CC=CC=C3C(C12)COC(NCC1=C(C=CC(=C1)CC)SC1=C(C=CC=C1)C=O)=O